(benzotriazol-1-yl)oxytripyrrolidinophosphonium hexafluorophosphate F[P-](F)(F)(F)(F)F.N1(N=NC2=C1C=CC=C2)O[P+](N2CCCC2)(N2CCCC2)N2CCCC2